(R)-8-(4-chloro-2-fluorophenyl)-6-(2,2-dimethyl-6-(1-methyl-1H-pyrazol-4-yl)morpholino)-2,3-dimethylpyrimido[5,4-d]pyrimidin-4(3H)-one ClC1=CC(=C(C=C1)C1=NC(=NC2=C1N=C(N(C2=O)C)C)N2CC(O[C@@H](C2)C=2C=NN(C2)C)(C)C)F